2-[(1Z)-1-{[4-(4-ethylphenoxy)phenyl]methylene}-5-fluoro-2-methyl-1H-inden-3-yl]acetic acid C(C)C1=CC=C(OC2=CC=C(C=C2)\C=C/2\C(=C(C3=CC(=CC=C23)F)CC(=O)O)C)C=C1